6-(dimethylamino)-2-((methoxycarbonyl)(methyl)amino)hexanoic acid methyl ester COC(C(CCCCN(C)C)N(C)C(=O)OC)=O